8-(3-Butynylthio)guanosine C(CC#C)SC=1N([C@H]2[C@H](O)[C@H](O)[C@@H](CO)O2)C=2N=C(NC(C2N1)=O)N